C(C)(C)(C)OC(CN1CCC(CC1)N1CC(C(CC1)N1N=C(C=2C1=NC=NC2N)C2=CC=C(C=C2)OC2=CC=CC=C2)F)=O trans-2-(4-(4-amino-3-(4-phenoxyphenyl)-1H-pyrazolo[3,4-d]pyrimidin-1-yl)-3-fluoro-[1,4'-bipiperidine]-1'-yl)acetic acid tert-butyl ester